4-[4-(6-methoxynaphthalen-2-yl)piperidin-1-yl]-1-methyl-2-oxo-1,2-dihydroquinoline-3-carbonitrile COC=1C=C2C=CC(=CC2=CC1)C1CCN(CC1)C1=C(C(N(C2=CC=CC=C12)C)=O)C#N